5-((benzyloxy)methyl)-3-bromo-6-(4-methoxyphenyl)-4-methyl-2-phenylpyrazolo[1,5-a]pyrimidin-7(4H)-one C(C1=CC=CC=C1)OCC=1N(C=2N(C(C1C1=CC=C(C=C1)OC)=O)N=C(C2Br)C2=CC=CC=C2)C